BrC1=C(C=CC=C1)C(CCC)=O 1-(2-bromophenyl)butan-1-one